3-[3-(4-fluorophenyl)-1-isopropyl-1H-indol-2-yl]Acrolein FC1=CC=C(C=C1)C1=C(N(C2=CC=CC=C12)C(C)C)C=CC=O